ClC=1N=CC=2C(N1)=NN(C2O)C2=C(C=CC=C2Cl)Cl 6-chloro-2-(2,6-dichlorophenyl)-2H-pyrazolo[3,4-d]pyrimidin-3-ol